(+-)-ethyl 2-cyclopenten-1-ylacetate C1(=CCCC1)CC(=O)OCC